(octane-1,8-diylbis(sulfanediyl))bis(hexane-6,1-diyl) bis(4-(3,7-bis((2-(dimethylamino)ethyl)thio)-4,8-dimethylnonyl)-3-((2-(dimethylamino)ethyl)thio)cyclohexanecarboxylate) CN(CCSC(CCC1C(CC(CC1)C(=O)OCCCCCCSCCCCCCCCSCCCCCCOC(=O)C1CC(C(CC1)CCC(C(CCC(C(C)C)SCCN(C)C)C)SCCN(C)C)SCCN(C)C)SCCN(C)C)C(CCC(C(C)C)SCCN(C)C)C)C